1,1'-((9,9-bis(6-((4-vinylbenzyl)oxy)naphthalen-2-yl)-9H-fluorene-2,7-diyl)bis(4,1-phenylene))diethanone C(=C)C1=CC=C(COC=2C=C3C=CC(=CC3=CC2)C2(C3=CC(=CC=C3C=3C=CC(=CC23)C2=CC=C(C=C2)C(C)=O)C2=CC=C(C=C2)C(C)=O)C2=CC3=CC=C(C=C3C=C2)OCC2=CC=C(C=C2)C=C)C=C1